C(C1=CC=CC=C1)(=O)C1=NN(C2=NC(=CN=C21)N2CCC(CC2)(C)CNC(OCC2=CC=CC=C2)=O)C2OCCCC2 benzyl ((1-(3-benzoyl-1-(tetrahydro-2H-pyran-2-yl)-1H-pyrazolo[3,4-b]pyrazin-6-yl)-4-methylpiperidin-4-yl)methyl)carbamate